The molecule is a polychlorobiphenyl that is biphenyl in which all of the hydrogens are replaced by chlorines. It is a polychlorobiphenyl and a member of pentachlorobenzenes. C1(=C(C(=C(C(=C1Cl)Cl)Cl)Cl)Cl)C2=C(C(=C(C(=C2Cl)Cl)Cl)Cl)Cl